5-(Dimethoxymethyl)-4-methyl-1-[(5-oxomorpholin-2-yl)methyl]-1H-indole-2-carbonitrile COC(C=1C(=C2C=C(N(C2=CC1)CC1CNC(CO1)=O)C#N)C)OC